6-(((6-(2-Hydroxy-6-methyl-4-(trifluoromethyl)phenyl)pyridazin-3-yl)methyl)amino)-2-thiaspiro[3.3]heptane 2,2-dioxide OC1=C(C(=CC(=C1)C(F)(F)F)C)C1=CC=C(N=N1)CNC1CC2(CS(C2)(=O)=O)C1